sodium 4-(butylsulfonyl)-2-hydroxybenzenesulfonate C(CCC)S(=O)(=O)C1=CC(=C(C=C1)S(=O)(=O)[O-])O.[Na+]